C1(CC1)C(COC(C1=CC=CC=C1)=O)(F)F Benzoic acid (2-cyclopropyl-2,2-difluoro-ethyl) ester